NC1=NC=CC(=N1)OC1=C(C=C(C=C1)N1C(N(CC1O)C1=CC(=C(C=C1)F)C(F)(F)F)=O)CC 3-{4-[(2-amino-4-pyrimidinyl)oxy]-3-ethylphenyl}-1-[4-fluoro-3-(trifluoromethyl)phenyl]-4-hydroxy-2-imidazolidinone